NC(CC(=O)OC)C=1C=NC=C(C1)C1=C(C=CC=C1C)Cl methyl 3-amino-3-(5-(2-chloro-6-methylphenyl)pyridin-3-yl)propanoate